Nonyl ((R)-(((2R,3S,5R)-5-(6-amino-2-fluoro-9H-purin-9-yl)-2-ethynyl-3-hydroxytetrahydrofuran-2-yl)methoxy) (((S)-1-(nonyloxy)-1-oxopropan-2-yl) oxy)phosphoryl)-L-phenylalaninate NC1=C2N=CN(C2=NC(=N1)F)[C@H]1C[C@@H]([C@@](O1)(C#C)CO[P@@](=O)(O[C@H](C(=O)OCCCCCCCCC)C)N[C@@H](CC1=CC=CC=C1)C(=O)OCCCCCCCCC)O